cobalt 4,4-dimethylhexanoate CC(CCC(=O)[O-])(CC)C.[Co+2].CC(CCC(=O)[O-])(CC)C